tert-butyl (3R)-3-(1-methoxy-1-oxo-4-(3-vinylphenyl)butan-2-yl)pyrrolidine-1-carboxylate COC(C(CCC1=CC(=CC=C1)C=C)[C@@H]1CN(CC1)C(=O)OC(C)(C)C)=O